NC1CN(CCC1)C1C(CC(C1)C1=CC=C(C=C1)F)OC1=NC=C(C=N1)C#N [2-(3-amino-1-piperidinyl)-4-(4-fluorophenyl)cyclopentyloxy]pyrimidine-5-carbonitrile